CC(C(=O)OCC1=CC=CC=C1)(CC1=C(C=CC=C1)B1OC(C(O1)(C)C)(C)C)C benzyl 2,2-dimethyl-3-(2-(4,4,5,5-tetramethyl-1,3,2-dioxaborolan-2-yl)phenyl)propanoate